C(C)(C)C1=C(C=CC=C1)C1=NC=C(C(=N1)NCC12CCC(CC1)(CC2)C2=NC=C(C=C2)C(F)(F)F)OC 2-(2-Isopropylphenyl)-5-methoxy-N-((4-(5-(trifluoromethyl)pyridin-2-yl)bicyclo[2.2.2]octan-1-yl)methyl)pyrimidin-4-amine